4-CHLORO-3-CYANOBENZALDEHYDE ClC1=C(C=C(C=O)C=C1)C#N